methyl (R)-6-chloro-3-((1-(3,6-dimethyl-4-oxo-2-(pyrimidin-5-yl)-3,4-dihydroquinazolin-8-yl)ethyl)amino)picolinate ClC1=CC=C(C(=N1)C(=O)OC)N[C@H](C)C=1C=C(C=C2C(N(C(=NC12)C=1C=NC=NC1)C)=O)C